BrC=1C=C(C(=NC1)Cl)C(F)F 5-bromo-2-chloro-3-(difluoromethyl)pyridine